isothiocyanoacridine N(=C=S)C1=CC=CC2=NC3=CC=CC=C3C=C12